BrC1=CC(=C(C=C1F)CC(=O)NC1=C(C=C(C(=O)OC)C=C1NC[C@H]1OCC1)OCCOC)F methyl (S)-4-(2-(4-bromo-2,5-difluorophenyl)acetamido)-3-(2-methoxyethoxy)-5-((oxetan-2-ylmethyl)amino)benzoate